C[C@H]1CCC(N(C1)C(C(=O)O)=O)C=1C=C2CC3(C(NC2=CC1)=O)CC3 2-((5S)-5-methyl-2-(2'-oxo-1',4'-dihydro-2'H-spiro[cyclopropane-1,3'-quinolin]-6'-yl)piperidin-1-yl)-2-oxoacetic acid